(S)-2-(fluoromethyl)-3-((R)-5-isopropyl-3-(isoquinolin-1-yl)-4,5-dihydroisoxazole-5-carboxamido)-5-oxotetrahydrofuran-2-yl acetate C(C)(=O)O[C@@]1(OC(CC1NC(=O)[C@@]1(CC(=NO1)C1=NC=CC2=CC=CC=C12)C(C)C)=O)CF